N-(3-(5-((3-acrylamido-4-(morpholine-4-carbonyl)phenyl)amino)-1-methyl-6-oxo-1,6-dihydropyridin-3-yl)-2-methylphenyl)-4-morpholinylbenzamide C(C=C)(=O)NC=1C=C(C=CC1C(=O)N1CCOCC1)NC1=CC(=CN(C1=O)C)C=1C(=C(C=CC1)NC(C1=CC=C(C=C1)N1CCOCC1)=O)C